2-((benzyloxy)methyl)tetrahydro-2H-pyran C(C1=CC=CC=C1)OCC1OCCCC1